1-methyl-3-butylimidazolium methylsulfate COS(=O)(=O)[O-].CN1C=[N+](C=C1)CCCC